O=C1N(C(CC1)=O)OC(\C=C\C1=C(C(=CC=C1N1N=NN=C1)Cl)F)=O (E)-3-(3-chloro-2-fluoro-6-(1H-tetrazol-1-yl)phenyl)acrylic acid-2,5-Dioxopyrrolidin-1-yl ester